(S or R)-N-(1-(1-(2-(Azetidin-1-yl)pyrimidin-5-yl)ethyl)-1H-pyrazol-4-yl)-6-(3-chloro-6-(difluoromethoxy)-2-fluorophenyl)pyrazine-2-carboxamide N1(CCC1)C1=NC=C(C=N1)[C@H](C)N1N=CC(=C1)NC(=O)C1=NC(=CN=C1)C1=C(C(=CC=C1OC(F)F)Cl)F |o1:10|